CN1C(=NN=C1C)C1=CC(=C(C=C1)NC=1N=CC2=C(N1)C(=NC(=C2)C)N2CCC(CC2)OC)OCC N-(4-(4,5-dimethyl-4H-1,2,4-triazol-3-yl)-2-ethoxyphenyl)-8-(4-methoxypiperidin-1-yl)-6-methylpyrido[3,4-d]pyrimidin-2-amine